tert-butyl(1-(5-bromo-6-(4-cyano-3-fluorophenyl)-4-methoxy-3-nitropyridin-2-yl)piperidin-4-yl) carbamate C(N)(OC1CC(N(CC1)C1=NC(=C(C(=C1[N+](=O)[O-])OC)Br)C1=CC(=C(C=C1)C#N)F)C(C)(C)C)=O